2-(3-methoxy-2,6-dimethylphenyl)-4-methyl-7-(1-methyl-1H-pyrazol-4-yl)-2,8-dihydro-9H-2,3,5,8-tetraazabenzo[cd]azulene-9-one COC=1C(=C(C(=CC1)C)N1C=C2C(NC(=CC=3C2=C1N=C(N3)C)C=3C=NN(C3)C)=O)C